BrC=1C(=C(C=CC1OC)C(C(CC(=O)O)C)=O)F 4-(3-bromo-2-fluoro-4-methoxyphenyl)-3-methyl-4-oxobutanoic acid